Pentaiododisilane I[SiH]([Si](I)(I)I)I